C(C)OC(C1=NN=C2N1C=C(N=C2)C=2C=NC(=CC2)O[C@H](C(C)(F)F)CC)(F)F |r| 3-[ethoxy(difluoro)methyl]-6-[6-[rac-(1S)-1-ethyl-2,2-difluoro-propoxy]-3-pyridyl]-[1,2,4]Triazolo[4,3-a]Pyrazine